(3-(2,5-dioxo-2,5-dihydro-1H-pyrrol-1-yl)propanoyl)-L-alanyl-L-alanine O=C1N(C(C=C1)=O)CCC(=O)N[C@@H](C)C(=O)N[C@@H](C)C(=O)O